4-{[6-methyl-2-(methylsulfanyl)-5-(prop-2-en-1-yl)pyrimidin-4-yl]amino}benzoic acid CC1=C(C(=NC(=N1)SC)NC1=CC=C(C(=O)O)C=C1)CC=C